1-cyano-2-(iodomethyl)benzene C(#N)C1=C(C=CC=C1)CI